N-(6-fluoro-1-(4-(trifluoromethyl)phenyl)-1H-indol-5-yl)acrylamide FC1=C(C=C2C=CN(C2=C1)C1=CC=C(C=C1)C(F)(F)F)NC(C=C)=O